CC1=C(C(NC(=C1)C)=O)CNC(=O)C=1C=C(C=C(C1C)N(C1CCOCC1)CC)C1=CC=C(C=C1)CN1CCOCC1 N-[(4,6-dimethyl-2-oxo-1,2-dihydropyridin-3-yl)methyl]-5-[ethyl(tetrahydro-2H-pyran-4-yl)amino]-4-methyl-4'-(morpholin-4-ylmethyl)biphenyl-3-carboxamide